N-(2-((1-hydroxy-2-methylpropan-2-yl)amino)-6-methylpyrimidin-4-yl)-4-(N-(3-methyloxetan-3-yl)sulfamoyl)-2-(6-azaspiro[2.5]oct-6-yl)benzamide OCC(C)(C)NC1=NC(=CC(=N1)NC(C1=C(C=C(C=C1)S(NC1(COC1)C)(=O)=O)N1CCC2(CC2)CC1)=O)C